furan-2,5-dicarboxylic acid bis-{[4-(4-carbamimidoyl-piperazin-1-yl)-phenyl]-amide} C(N)(=N)N1CCN(CC1)C1=CC=C(C=C1)NC(=O)C=1OC(=CC1)C(=O)NC1=CC=C(C=C1)N1CCN(CC1)C(N)=N